bis(1,5-cyclooctadiene) ruthenium (II) [Ru+2].C1=CCCC=CCC1.C1=CCCC=CCC1